tert-butyl 3-((3-fluoro-5-(trifluoromethyl)phenyl)carbamoyl)-4,7-dihydrothieno[2,3-c]pyridine-6(5H)-carboxylate FC=1C=C(C=C(C1)C(F)(F)F)NC(=O)C1=CSC=2CN(CCC21)C(=O)OC(C)(C)C